ClC=1C(=NC(=NC1)N1N=C(C=C1)C)NC1=CC2=C(N(C(N2CCC(C)(C)O)=O)C)C=C1 5-((5-Chloro-2-(3-methyl-1H-pyrazol-1-yl)pyrimidin-4-yl)-amino)-3-(3-hydroxy-3-methylbutyl)-1-methyl-1,3-dihydro-2H-benzo[d]imidazol-2-one